C1(=CC=CC=C1)[C@H](C)OC([C@H](CC)CN1CCC1)=O (R)-2-(azetidin-1-ylmethyl)butanoic acid (S)-1-phenylethyl ester